dichloro-(phenylmethylene)(tricyclohexyl-phosphine) ruthenium [Ru].ClC1C(C(CCC1)(P(C1CCCCC1)C1CCCCC1)Cl)=CC1=CC=CC=C1